COC(=O)C1=C(NC(=C(C1C=1C2=C(SC1)C=CC(=C2)Cl)C(C)=O)C)C2CC2 5-acetyl-4-(5-chlorobenzo[b]thiophen-3-yl)-2-cyclopropyl-6-methyl-1,4-dihydropyridine-3-carboxylic acid methyl ester